butyl 4-[[4-[(5-bromo-3-nitro-2-pyridyl)amino]phenyl]methyl]piperazine-1-carboxylate BrC=1C=C(C(=NC1)NC1=CC=C(C=C1)CN1CCN(CC1)C(=O)OCCCC)[N+](=O)[O-]